tert-Butyl (R)-(1-(6-bromo-4-methoxypyridin-2-yl)-3-hydroxypropan-2-yl)carbamate BrC1=CC(=CC(=N1)C[C@H](CO)NC(OC(C)(C)C)=O)OC